1-Tert-butyl (2S,6R)-4-hydroxy-2,6-dimethyl-piperidine-1-carboxylate OC1C[C@@H](N([C@@H](C1)C)C(=O)OC(C)(C)C)C